C(CC)OCCO Ethylene glycol monon-propyl ether